5-(((tert-butyldimethylsilyl)oxy)methyl)oxazolidin-2-one [Si](C)(C)(C(C)(C)C)OCC1CNC(O1)=O